1,2,4,5-cyclohexanetetrol C1(C(CC(C(C1)O)O)O)O